5-(2-chlorophenyl)-3-methyl-N-(4-(trifluoromethyl)pyridin-2-yl)isoxazole-4-carboxamide copper-silver-zinc-tin-germanium sulfur [S].[Ge].[Sn].[Zn].[Ag].[Cu].ClC1=C(C=CC=C1)C1=C(C(=NO1)C)C(=O)NC1=NC=CC(=C1)C(F)(F)F